sarcosine sodium decanoate C(CCCCCCCCC)(=O)[O-].[Na+].N(C)CC(=O)O